6-[6-(6-{[(3S,4R)-3-fluoro-2,2,6,6-tetramethylpiperidin-4-yl]oxy}pyridazin-3-yl)-5-hydroxypyridin-3-yl]-2-methylimidazo[1,2-a]pyridine-8-carbonitrile F[C@H]1C(NC(C[C@H]1OC1=CC=C(N=N1)C1=C(C=C(C=N1)C=1C=C(C=2N(C1)C=C(N2)C)C#N)O)(C)C)(C)C